N1N=CC(=C1)C1=CC=NC2=C(C=CC=C12)NC(C1=CC=C(C=C1)OC(C)C)=O N-(4-(1H-pyrazol-4-yl)quinolin-8-yl)-4-isopropoxybenzamide